(S)-11-(2-aminoethyl)-4-ethyl-8-fluoro-4-hydroxy-9-methyl-1,12-dihydro-14H-pyrano[3',4':6,7]indolizino[2,1-b]quinoline-3,6,14(4H,11H)-trione NCCN1C2=C(C(C3=CC(=C(C=C13)C)F)=O)C1=CC3=C(C(N1C2)=O)COC([C@]3(O)CC)=O